CN1NC(C2=CC=C(C=C2C1)[N+](=O)[O-])=O 3-methyl-6-nitro-3,4-dihydro-phthalazin-1(2H)-one